NC1=NC(=C2N=CN(C2=N1)[C@H]1C[C@H](C1)COP(=O)(OC1=CC=C(C=C1)Br)N[C@@H](C)C(=O)OCC(C)C)OC Isobutyl (((cis-3-(2-amino-6-methoxy-9H-purin-9-yl)cyclobutyl) methoxy)(4-bromophenoxy) phosphoryl)-L-alaninate